C(C1=CC=CC=C1)OC(=O)N[C@H]1CN(C[C@@H](C1)O)C(=O)OC(C)(C)C tert-Butyl (3R,5R)-3-(((benzyloxy)carbonyl)amino)-5-hydroxypiperidine-1-carboxylate